C(C1CO1)OC[SiH2]C(OC)OC glycidoxymethyl-dimethoxymethyl-silane